ClC=1C=C(C=NC1N1N=CC=N1)NC(=O)C=1C=NN(C1)C1=CN=CC2=CC=CC=C12 N-(5-Chloro-6-(2H-1,2,3-triazol-2-yl)pyridin-3-yl)-1-(isochinolin-4-yl)-1H-pyrazol-4-carboxamid